ClC=1C=CC=2N(N1)C=C(N2)C 6-chloro-2-methylimidazo[1,2-b]pyridazin